NC1=CC=CC(=N1)S(=O)(=O)NC(=O)C=1C(=NC(=CC1)C1=CC(=CC(=C1)OCC(C)C)F)N1C(C(CC1)C)(C)C N-[(6-Amino-2-pyridyl)sulfonyl]-6-(3-fluoro-5-isobutoxyphenyl)-2-(2,2,3-trimethylpyrrolidin-1-yl)pyridin-3-carboxamid